N1=C(N=CC=C1)N1C[C@H](CC1)CNC(O[C@H]1[C@H](NC[C@@H]1O)CC1=CC=C(C=C1)OC)=O (2R,3S,4S)-4-hydroxy-2-[(4-methoxyphenyl)methyl]pyrrolidin-3-yl N-{[(3R)-1-(pyrimidin-2-yl)pyrrolidin-3-yl]methyl}carbamate